COC=1C(=CC2=C(N=C(S2)NC(C(C)C2=CC=C(C=C2)S(=O)(=O)CC)=O)C1)OC N-(5,6-Dimethoxy-benzothiazol-2-yl)-2-(4-ethanesulfonyl-phenyl)-propionamide